BrC1=C(C=NC2=CC(=CC(=C12)O[Si](C(C)C)(C(C)C)C(C)C)O[Si](C(C)C)(C(C)C)C(C)C)F 4-bromo-3-fluoro-5,7-bis((triisopropylsilyl)oxy)quinoline